3-((4-(5,8-dioxaspiro[3.4]octan-2-yl)phenyl)amino)piperidine-2,6-dione C1C(CC12OCCO2)C2=CC=C(C=C2)NC2C(NC(CC2)=O)=O